FC1=NC=CC=C1C1=CN(C2=CC(=CC=C12)NC(C1=CC(=C(C=C1)C)C#CC1=CN=C2N1N=CC=C2)=O)C N-(3-(2-Fluoropyridin-3-yl)-1-methyl-1H-indol-6-yl)-3-(imidazo[1,2-b]pyridazin-3-ylethynyl)-4-methylbenzamide